C(C)(C)(C)C=1C=C(C=C(C1O)C)CCC(=O)OCC(C)(C)C1OCC2(CO1)COC(OC2)C(COC(CCC2=CC(=C(C(=C2)C)O)C(C)(C)C)=O)(C)C 3,9-bis[2-[3-(3-tert-butyl-4-hydroxy-5-methylphenyl)propionyloxy]1,1-dimethylethyl]-2,4,8,10-tetraoxaspiro[5.5]undecane